OC=1C=C(C=CC1)N1C(=NC2=C(C(=CC=C2C1=O)C)C)C 3-(3-hydroxyphenyl)-2,7,8-trimethylquinazolin-4(3H)-one